ClC1=CC=C(C=C1)C=1C=C(C(N(N1)C1=CC(=CC=C1)F)=O)C(=O)N[C@H](CO)C1CCC1 6-(4-chlorophenyl)-N-[(1S)-1-cyclobutyl-2-hydroxyethyl]-2-(3-fluorophenyl)-3-oxo-2,3-dihydropyridazine-4-carboxamide